N-(2-hydroxypropyl)-4-(2-(6-methylpyridin-2-yl)-6,7-dihydro-8H-pyrimido[5,4-b][1,4]oxazin-8-yl)pyrimidine-5-carboxamide OC(CNC(=O)C=1C(=NC=NC1)N1C2=C(OCC1)C=NC(=N2)C2=NC(=CC=C2)C)C